NC1CN(CC12OCCCC2)C2=NC=1CCC(CC1C=C2)NC(=O)C2=CC1=C(N=N2)N(C=C1Cl)CC N-(2-{4-amino-6-oxa-2-azaspiro[4.5]decan-2-yl}-5,6,7,8-tetrahydroquinolin-6-yl)-5-chloro-7-ethyl-7H-pyrrolo[2,3-c]pyridazine-3-carboxamide